(1R,3R)-3-((3R)-3-(1-(1-(2,4-dichlorophenyl)ethyl)-4-(trifluoromethyl)-1H-benzo[d][1,2,3]triazol-6-yl)azetidin-3-yl)-1-methylcyclobutane-1-carboxylic acid ClC1=C(C=CC(=C1)Cl)[C@@H](C)N1N=NC2=C1C=C(C=C2C(F)(F)F)C2(CNC2)C2CC(C2)(C(=O)O)C